bromo-6-chloro-3-(2,3-dichlorophenyl)pyrazin-2-amine BrC=1N=C(C(=NC1Cl)N)C1=C(C(=CC=C1)Cl)Cl